FC1=C(C(=CC=C1)C)N1CCC(CC1)C1=CC=2C(=NC(=CN2)C)N(C1=O)[C@H]1C=2N=CC=NC2CCC1 (R)-7-(1-(2-fluoro-6-methylphenyl)piperidin-4-yl)-3-methyl-5-(5,6,7,8-tetrahydroquinoxalin-5-yl)pyrido[2,3-b]pyrazin-6(5H)-one